CCCC(CCCCC)[SiH3] non-4-yl-silane